P(=O)(O)(O)OCCCCCCCCCCOC(C(=C)C)=O 10-(Phosphonooxy)decyl-methacrylate